ClC1=C(C=CC=C1)N1C(N=C(C2=CC=C(C=C12)C(F)(F)F)N[C@@H]1C[C@H](C1)C#N)=O (Trans)-3-((1-(2-chlorophenyl)-2-oxo-7-(trifluoromethyl)-1,2-dihydroquinazolin-4-yl)amino)cyclobutane-1-carbonitrile